B1(OCC=2CNCCC21)O 4,5,6,7-tetrahydro-[1,2]oxaborolo[4,3-c]pyridin-1(3H)-ol